C(C=CC=CC=CC=CCCCCCCCCCC)=O 13Z-Nonadecatetraenal